ClC1=C(C=CC(=C1I)F)N(C(O)=O)S(=O)(=O)N1CC(C1)(F)F (2-chloro-4-fluoro-3-iodophenyl)((3,3-difluoroazetidin-1-yl)sulfonyl)carbamic acid